ONC(CCCCCNC(=O)C1CNCCC1)=O N-(6-(hydroxyamino)-6-oxohexyl)piperidine-3-carboxamide